3,3-diphenyl-diazirine C1(=CC=CC=C1)C1(N=N1)C1=CC=CC=C1